dibenzo[b,def]chrysene-7,14-dione C1=CC=CC2=C1C(C1=CC=C3C4=CC=CC=C4C(C4=C3C1=C2C=C4)=O)=O